BrC1=C(C=2N(C(=C1)C)N=C(N2)C)NC2=C(C(=CC=C2C)OC)C 7-bromo-N-(3-methoxy-2,6-dimethylphenyl)-2,5-dimethyl-[1,2,4]triazolo[1,5-a]pyridin-8-amine